2,3,4-trifluoro-5-chlorobenzoyl fluoride FC1=C(C(=O)F)C=C(C(=C1F)F)Cl